OCCCNC1=CC=C(C=C1)C=1C2=C(N=C(N1)NC(=O)C1CC1)NC=C2 N-(4-(4-((3-hydroxypropyl)amino)phenyl)-7H-pyrrolo[2,3-d]pyrimidin-2-yl)cyclopropylcarboxamide